2-[3-fluoro-4-(2,2,2-trifluoroethoxy)phenyl]-7-(piperazin-1-yl)-4H-pyrido[1,2-a]pyrimidin-4-one FC=1C=C(C=CC1OCC(F)(F)F)C=1N=C2N(C(C1)=O)C=C(C=C2)N2CCNCC2